COC=1C(=NC=CC1OC)CN1N=C(C(=C1)C(=O)C=1C(CCCC1O)=O)C 2-(1-((3,4-Dimethoxypyridin-2-yl)methyl)-3-methyl-1H-pyrazole-4-carbonyl)-3-hydroxycyclohex-2-en-1-one